NC=1C(=NC=CN1)S(=O)(=O)NC(=O)C=1C(=NC(=CC1)C=1C=NC(=C(C1)C)OC)OC1=C(C=C(C=C1C)C)C N-(3-Aminopyrazin-2-yl)sulfonyl-6-(6-methoxy-5-methyl-3-pyridyl)-2-(2,4,6-trimethylphenoxy)pyridin-3-carboxamid